C1(CC1)C=1N=C(C(=NC1C)C(=O)N)NC1=CC(=CC=C1)CCNC([C@H](C)NC)=O (S)-5-cyclopropyl-6-methyl-3-((3-(2-(2-(methylamino)propanamido)ethyl)phenyl)amino)pyrazine-2-carboxamide